5-trifluoromethylsulfinylpentyl-[4-chloro-2-fluoro-5-(2,2,2-trifluoroethylsulfinyl) phenyl] ether FC(S(=O)CCCCCOC1=C(C=C(C(=C1)S(=O)CC(F)(F)F)Cl)F)(F)F